2-Chloro-N-(6-cyclopropyl-5-fluoro-2-methoxy-3-pyridinyl)quinoline-5-sulfonamide tert-butyl-2-(quinoline-4-carbonyl)hydrazine-1-carboxylate C(C)(C)(C)OC(=O)NNC(=O)C1=CC=NC2=CC=CC=C12.ClC1=NC=2C=CC=C(C2C=C1)S(=O)(=O)NC=1C(=NC(=C(C1)F)C1CC1)OC